N-[(1R,3S)-3-{[6-chloro-2-(trifluoromethyl)quinolin-4-yl]amino}cyclohexyl]-5-cyano-1-(fluoromethyl)-1H-pyrazole-4-carboxamide ClC=1C=C2C(=CC(=NC2=CC1)C(F)(F)F)N[C@@H]1C[C@@H](CCC1)NC(=O)C=1C=NN(C1C#N)CF